2-bromo-1-(4-{[tert-butyl(dimethyl)silyl]oxy}phenyl)ethan-1-one BrCC(=O)C1=CC=C(C=C1)O[Si](C)(C)C(C)(C)C